1-(4-fluorobenzoyl)-3-(((6-methoxynaphthalen-2-yl)oxy)methyl)-N-methylazetidine-3-carboxamide FC1=CC=C(C(=O)N2CC(C2)(C(=O)NC)COC2=CC3=CC=C(C=C3C=C2)OC)C=C1